3,5-Di(undecyl)-1,2,4-triazole C(CCCCCCCCCC)C1=NNC(=N1)CCCCCCCCCCC